CC1CN2C(=NC(=CC2=O)C(F)(F)F)S1 2-methyl-7-(trifluoromethyl)-2,3-dihydro-[1,3]thiazolo[3,2-a]pyrimidin-5-one